(S)-2-((5-(1-(2-chlorophenyl)-2-(methoxy-d3)-2-oxoethyl)-4,5,6,7-Tetrahydrothieno[3,2-c]pyridin-2-yl)oxy)-2-oxoethyl 2-acetoxybenzoate C(C)(=O)OC1=C(C(=O)OCC(=O)OC2=CC=3CN(CCC3S2)[C@H](C(=O)OC([2H])([2H])[2H])C2=C(C=CC=C2)Cl)C=CC=C1